2-(2,6-dioxopiperidin-3-yl)-4-(4-(isoindolin-2-ylmethyl)benzylamino)isoindoline-1,3-dione O=C1NC(CCC1N1C(C2=CC=CC(=C2C1=O)NCC1=CC=C(C=C1)CN1CC2=CC=CC=C2C1)=O)=O